C(C(C)C)OC(CC)(C)NS(=O)C(C)(C)C N-(3-isobutyloxybutan-3-yl)-2-methyl-propane-2-sulfinamide